1-(4-((5-(4-fluorobenzoyl)-2-((4-(4-methylpiperazine-1-yl)phenyl)amino)-7H-pyrrolo[2,3-d]pyrimidin-4-yl)amino)piperidin-1-yl)-2,2-dimethylpropan-1-one FC1=CC=C(C(=O)C2=CNC=3N=C(N=C(C32)NC3CCN(CC3)C(C(C)(C)C)=O)NC3=CC=C(C=C3)N3CCN(CC3)C)C=C1